(R)-4-(7-(1,4-dimethyl-1H-pyrazol-5-yl)-2-(6-fluoro-1H-indol-4-yl)thieno[3,2-d]Pyrimidin-4-yl)-3-methylmorpholine CN1N=CC(=C1C1=CSC2=C1N=C(N=C2N2[C@@H](COCC2)C)C2=C1C=CNC1=CC(=C2)F)C